ClC=1C(=C(C=CC1)NC1=NC(=CC=C1C(=O)OC)C(C)C)OC methyl 2-[(3-chloro-2-methoxyphenyl)amino]-6-isopropylpyridine-3-carboxylate